N1=CC(=CC=C1)CCCN 3-(pyridin-3-yl)propan-1-amine